(9-carbazolyl)phenylboronic acid C1=CC=CC=2C3=CC=CC=C3N(C12)C1=C(C=CC=C1)B(O)O